2-(1-isopropyl-5-(quinolin-6-yl)-1H-indol-3-yl)-N-(pyridin-3-ylmethyl)acetamide C(C)(C)N1C=C(C2=CC(=CC=C12)C=1C=C2C=CC=NC2=CC1)CC(=O)NCC=1C=NC=CC1